(3aR,4R,5R,6aS)-2-((S)-2-(4-(benzyloxy)-3,5-difluorophenyl)-2-hydroxyethyl)-5-(2-fluorophenoxy)hexahydrocyclopenta[c]pyrrole-3a,4(1H)-diol C(C1=CC=CC=C1)OC1=C(C=C(C=C1F)[C@@H](CN1C[C@H]2[C@@](C1)([C@@H]([C@@H](C2)OC2=C(C=CC=C2)F)O)O)O)F